N,N-diethyl-2-(4-fluoro-5-methoxy-1H-indol-3-yl)ethan-1-amine fumarate C(\C=C\C(=O)O)(=O)O.C(C)N(CCC1=CNC2=CC=C(C(=C12)F)OC)CC